C(C)(C)(C)OC(NC=1SC2=C(C1C#N)C(=CC=C2)Br)=O N-(4-bromo-3-cyano-benzothien-2-yl)carbamic acid tert-butyl ester